ethyl 5-amino-2-[1-methyl-3-(2-pyridylamino)pyrazol-4-yl]-6-(5-methyl-1-tetrahydropyran-2-yl-indazol-4-yl)pyrimidine-4-carboxylate NC=1C(=NC(=NC1C1=C2C=NN(C2=CC=C1C)C1OCCCC1)C=1C(=NN(C1)C)NC1=NC=CC=C1)C(=O)OCC